C(C1=CC=CC=C1)OC=1C=C(C=CC1)C1CCC(CC1)O (1s,4s)-4-(3-(benzyloxy)phenyl)-cyclohexanol